tert-butyl (3-cyclopropyl-5-(2-((2S,5R)-2-(3,4-difluorophenyl)-5-methyl-4-(1-(trifluoromethyl)cyclopropanecarbonyl)piperazin-1-yl)-2-oxoacetamido)pyridin-2-yl)carbamate C1(CC1)C=1C(=NC=C(C1)NC(C(=O)N1[C@H](CN([C@@H](C1)C)C(=O)C1(CC1)C(F)(F)F)C1=CC(=C(C=C1)F)F)=O)NC(OC(C)(C)C)=O